FC(C(=O)O)(F)F.FC(C(=O)O)(F)F.N1N=C(C=C1)NC1=NC(=NC2=CC(=C(C=C12)OCC)C)C=1C=C(OCC(=O)NC(C)(C)C)C=CC1 2-(3-(4-((1H-pyrazol-3-yl)amino)-6-ethoxy-7-methylquinazolin-2-yl)phenoxy)-N-(tert-butyl)acetamide bistrifluoroacetic acid salt